3-chloro-5-[(1S,2R)-1-hydroxy-2-[(2R,4S)-4-[(4-methanesulfonylphenoxy)methyl]-2-methylpyrrolidin-1-yl]propyl]benzonitrile ClC=1C=C(C#N)C=C(C1)[C@@H]([C@@H](C)N1[C@@H](C[C@@H](C1)COC1=CC=C(C=C1)S(=O)(=O)C)C)O